C1(=CC=CC=C1)C1=C(C(=CC=C1)C1=CC=CC=C1)C1=C(C(=NC(=C1N1C2=CC=C(C=C2C=2C=C(C=CC12)C)C)N1C2=C(C=3C=CC=CC13)C=NC=C2)N2C1=C(C=3C=CC=CC23)C=NC=C1)N1C2=C(C=3C=CC=CC13)C=NC=C2 5,5',5''-(4-([1,1':3',1''-terphenyl]-2'-yl)-5-(3,6-dimethyl-9H-carbazol-9-yl)pyridine-2,3,6-triyl)tris(5H-pyrido[4,3-b]indole)